FC(C1=C(C=CC=C1S(=O)(=O)C1=C(C=CC=C1)F)N1CCNCC1)F 1-(2-(difluoromethyl)-3-((2-fluorophenyl)sulfonyl)phenyl)piperazine